3-(5-(benzyloxy)-6-bromo-1-oxoisoindolin-2-yl)piperidine-2,6-dione C(C1=CC=CC=C1)OC=1C=C2CN(C(C2=CC1Br)=O)C1C(NC(CC1)=O)=O